BrC1=C(C=CC=C1)\C=N\S(=O)C(C)(C)C N-[(E)-(2-bromophenyl)methylene]-2-methyl-2-propanesulfinamide